C1(CC1)C1=CC(=C(C=C1F)NC1=CC(=NC=C1C(=O)NOCC)NC1=CC=NN1C)N(S(=O)(=O)C)C 4-((4-cyclopropyl-5-fluoro-2-(N-methyl-methanesulfonamido)phenyl)amino)-N-ethoxy-6-((1-methyl-1H-pyrazol-5-yl)amino)nicotinamide